ClC=1C=C(C=2N(N1)C(C(=C(N2)C)C)=O)C2=C(C=C(C=C2F)Cl)F 7-chloro-9-(4-chloro-2,6-difluoro-phenyl)-2,3-dimethyl-pyrimido[1,2-b]pyridazin-4-one